1-methyl-N-(2-(6-(trifluoromethyl)pyridin-3-yl)-1H-pyrrolo[3,2-c]pyridin-6-yl)-1H-pyrazole-4-carboxamide CN1N=CC(=C1)C(=O)NC1=CC2=C(C=N1)C=C(N2)C=2C=NC(=CC2)C(F)(F)F